FC(C1(CC1)N1C=C(C(=CC1=O)N[C@H]1CCN(C2(CC2)C1)C)C(=O)N)F 1-(1-(difluoromethyl)cyclopropyl)-4-(((S)-4-methyl-4-azaspiro[2.5]octan-7-yl)amino)-6-oxo-1,6-dihydropyridine-3-carboxamide